ClC1=CC2=C(OC3=C2C2=C(C=C3)C3=C(S2)C=CC=C3)C=C1 2-chlorobenzo[b]benzo[4,5]thieno[2,3-e]benzofuran